ClC1CC(C1)C(=O)OC methyl 3-chlorocyclobutane-1-carboxylate